ClC=1C=C(COC(=O)N[C@@H](CC2=CC=CC=C2)C(=O)OC)C=CC1 Methyl (((3-chlorobenzyl)oxy)carbonyl)-L-phenylalaninate